C(C)(C)(C)[C@H]1N2C(C=3N(N=C4C(=CC=CC34)OCCCCCCC(=O)OCCCCCCC)C1)=CC(C(=C2)C(=O)OC)=O methyl (R)-6-(tert-butyl)-10-((7-(heptyloxy)-7-oxoheptyl)oxy)-2-oxo-6,7-dihydro-2H-pyrido[2',1':3,4]pyrazino[1,2-b]indazole-3-carboxylate